2,3,5-trimethyl-[1,4]benzoquinone CC=1C(C=C(C(C1C)=O)C)=O